NC1CCC(CC1)(OC)CN1CCC2(CN(C2)C2=NC=NC=C2OC2=C(C(=O)N(C(C)C)CC)C=C(C=C2)F)CC1 2-((4-(7-((4-amino-1-methoxycyclohexyl)methyl)-2,7-diazaspiro[3.5]nonan-2-yl)pyrimidin-5-yl)oxy)-N-ethyl-5-fluoro-N-isopropylbenzamide